4-(furo[3,2-c]pyridin-4-yl)-N-[1-(pyridin-2-yl)piperidin-4-yl]benzamide O1C=CC=2C(=NC=CC21)C2=CC=C(C(=O)NC1CCN(CC1)C1=NC=CC=C1)C=C2